5-(1-fluoro-3-hydroxy-7-{[3-(2-hydroxyethyl)bicyclo[1.1.1]pentan-1-yl]methoxy}naphthalen-2-yl)-1λ6,2,5-thiadiazolidine-1,1,3-trione FC1=C(C(=CC2=CC=C(C=C12)OCC12CC(C1)(C2)CCO)O)N2CC(NS2(=O)=O)=O